(S)-2-((tert-butoxycarbonyl) amino)-3-methylbutyrate C(C)(C)(C)OC(=O)N[C@H](C(=O)[O-])C(C)C